N[C@@H](C(=O)N)CCC=1N=NN(C1)CC(CO)CO (R)-2-amino-4-(1-(3-hydroxy-2-(hydroxymethyl)propyl)-1H-1,2,3-triazol-4-yl)butanamide